(4-(((3R,4R)-1-(2-cyanoacetyl)-4-methylpiperidin-3-yl) (methyl)amino)-7H-pyrrolo[2,3-d]pyrimidin-7-yl)methyl 2-((3-chloro-2-methylphenyl) amino)benzoate ClC=1C(=C(C=CC1)NC1=C(C(=O)OCN2C=CC3=C2N=CN=C3N(C)[C@H]3CN(CC[C@H]3C)C(CC#N)=O)C=CC=C1)C